C1(CC1)C1=CC=2C(=CN=CC2)N1 2-cyclopropyl-1H-pyrrolo[2,3-c]pyridine